BrC=1C=C2C=C(NC2=CC1Cl)OP(O)(O)=O 5-bromo-6-chloro-indolylphosphoric acid